tert-butyl 3-(5-acetylthiophen-2-yl)-3-hydroxyazetidine-1-carboxylate C(C)(=O)C1=CC=C(S1)C1(CN(C1)C(=O)OC(C)(C)C)O